C[Si](CCC(F)(F)C1=CC=C(C=N1)CO)(C1=CC=CC=C1)C (6-(3-(dimethyl-(phenyl)silyl)-1,1-difluoropropyl)pyridin-3-yl)methanol